5-benzoyluracil C(C1=CC=CC=C1)(=O)C=1C(NC(NC1)=O)=O